OC1=C(C=C(CC2=CC(=CC(=C2O)CC2=CC(=C(C(=C2)C)O)C)C)C=C1C)C 2,6-bis(4-hydroxy-3,5-dimethylbenzyl)-4-cresol